COC[C@H](C1=CC=CC=C1)NC(=O)C=1N=C(NC1C)C1=NC=CC(=C1)C=1C=NC=C(C1)N1CCOCC1 N-[(1S)-2-Methoxy-1-phenylethyl]-5-methyl-2-(5-morpholin-4-yl-3,4'-bipyridin-2'-yl)-1H-imidazol-4-carboxamid